6-chloro-2-(methylthio)-3-nitropyridine ClC1=CC=C(C(=N1)SC)[N+](=O)[O-]